The molecule is a monocarboxylic acid anion resulting from deprotonation of the carboxy group of haloxyfop-P. It is a conjugate base of a haloxyfop-P. It is an enantiomer of a (S)-haloxyfop(1-). C[C@H](C(=O)[O-])OC1=CC=C(C=C1)OC2=C(C=C(C=N2)C(F)(F)F)Cl